2,4-dichloro-8-morpholinoquinazoline ClC1=NC2=C(C=CC=C2C(=N1)Cl)N1CCOCC1